C12(C3C4C5(C3C1C5C24)C(=O)OC)C(=O)OC(C)(C)C (1r,2R,3r,8S)-1-tert-butyl 4-methyl Cubane-1,4-dicarboxylate